(((4-ethynylcyclohexyl)oxy)methyl)benzene C(#C)C1CCC(CC1)OCC1=CC=CC=C1